C(=O)C1=C(C=CC=C1O)CN(C1=NC=CC(=C1)C(=O)/N=C/1\NC2=C(N1CC(C)(C)O)C=C(C=C2)CN2CCN(CC2)C)C 2-{[(2-formyl-3-hydroxyphenyl)methyl](methyl)amino}-N-[(2E)-1-(2-hydroxy-2-methylpropyl)-6-[(4-methylpiperazin-1-yl)methyl]-3H-1,3-benzodiazol-2-ylidene]pyridine-4-carboxamide